tert-butyl (2R)-2-(6-(5-chloro-2-[(oxan-4-yl)amino]pyrimidin-4-yl)-1-oxo-1,3-dihydro-2H-isoindol-2-yl)propanoate ClC=1C(=NC(=NC1)NC1CCOCC1)C1=CC=C2CN(C(C2=C1)=O)[C@@H](C(=O)OC(C)(C)C)C